OC1=C2C(C=C(OC2=C(C(=C1)O)CCC(=C)C)C1=CC(=C(C=C1)O)CCC(=C)C)=O 5,7,4'-trihydroxy-8,3'-diisopentenyl-flavone